CSC1=C(C=CC=C1)O o-(methylthio)phenol